C(C)(C)(C)OC(=O)N1CCC(CCC1)C1=NNC2=CC=CC(=C12)Br.N1N=CC(=C1)C1=CC=C(C=C1)N1CCC(CC1)C(=O)N1CCCCC1 (1-(4-(1H-pyrazol-4-yl)phenyl)piperidin-4-yl)(piperidin-1-yl)methanone tert-butyl-4-(4-bromo-1H-indazol-3-yl)azepane-1-carboxylate